C(C1=CC=CC=C1)N1CCC(CC1)(C(=O)N[C@@H]1CN(CC1)C)C=1C=NC(=C(C1)F)C1=C(C=CC=C1)OCC 1-benzyl-4-[6-(2-ethoxyphenyl)-5-fluoropyridin-3-yl]-N-[(3S)-1-methylpyrrolidin-3-yl]Piperidine-4-carboxamide